SCCOCCOCCOCCO 2-{2-[2-(2-mercaptoethoxy)ethoxy]ethoxy}ethanol